5-(3-(6-((4-(2-(2,6-Dioxopiperidin-3-yl)-1-oxoisoindolin-4-yl)but-3-yn-1-yl)carbamoyl)pyridin-3-yl)isoquinolin-8-yl)-7-methoxy-N-methyl-1H-indole-3-carboxamide O=C1NC(CCC1N1C(C2=CC=CC(=C2C1)C#CCCNC(=O)C1=CC=C(C=N1)C=1N=CC2=C(C=CC=C2C1)C=1C=C2C(=CNC2=C(C1)OC)C(=O)NC)=O)=O